BUTENAL C(C=CC)=O